BrC=1C=C(C(=O)OC)C=C(C1C)Br methyl 3,5-dibromo-4-methylbenzoate